bispentanol borate B(O)(O)O.C(CCCC)O.C(CCCC)O